C(C=C)(=O)OCCOP(O)(O)=O phosphoric acid mono(acryloyloxyethyl) ester